ClC1=CC=C(C=C1)C=1N=C2N(C=CC=N2)C1CN1CC2CCC(C1)N2C(=O)N(CC)C2CCCCC2 3-{[2-(4-chlorophenyl)imidazo[1,2-a]pyrimidin-3-yl]methyl}-N-cyclohexyl-N-ethyl-3,8-diazabicyclo[3.2.1]octane-8-carboxamide